C(N)(=O)C1=CC(=NC2=C1N=CN=C2N[C@H]2CC(CN(C2)C(=O)OC(C)(C)C)(F)F)C2=CC=C(C=C2)OC tert-butyl (S)-5-((8-carbamoyl-6-(4-methoxyphenyl)pyrido[3,2-d]pyrimidin-4-yl)amino)-3,3-difluoropiperidine-1-carboxylate